[Si](C)(C)(C(C)(C)C)OCCCC=1N=C(C(N(C1)C1=CC=C(C#N)C=C1)=O)N1CC2(COC2)C1 4-(5-(3-((tert-butyldimethylsilyl)oxy)propyl)-2-oxo-3-(2-oxa-6-azaspiro[3.3]hept-6-yl)pyrazin-1(2H)-yl)benzonitrile